7-Ethyl-6-(furan-2-ylsulfonyl)-6-azaspiro[3.4]octane C(C)C1N(CC2(CCC2)C1)S(=O)(=O)C=1OC=CC1